Ethyl 2-(7-(4-chloro-2-methylphenyl)-9-methoxy-2-methyl-3-oxo-3,5-dihydro-2H-benzo[c]pyrido[3,4-e]azepin-5-yl)acetate ClC1=CC(=C(C=C1)C1=NC(C=2C(C3=C1C=C(C=C3)OC)=CN(C(C2)=O)C)CC(=O)OCC)C